CN1C(N(C2=C1C=CC(=C2)NC2=CC=C(C=C2)C(=O)N2CCCC2)C)=O 1,3-dimethyl-5-((4-(pyrrolidine-1-carbonyl)phenyl)amino)-1,3-dihydro-2H-benzo[d]imidazol-2-one